phosphoribosylpyrophosphate C([C@@H]1[C@H]([C@H]([C@H](O1)OP(=O)(O)OP(=O)(O)O)O)O)OP(=O)(O)O